N-(2-(1,3-dioxoisoindolin-2-yl)ethyl)-N-methylacetamide O=C1N(C(C2=CC=CC=C12)=O)CCN(C(C)=O)C